C(C1=CC=CC=C1)C(N)[C@H]1C[C@H](CCC1)C(F)(F)F benzyl-1-((1R,3S)-3-(trifluoromethyl)cyclohexyl)methanamine